CC1(CN(C[C@@H]1C1=CC=CC=C1)C(=O)C1=CN=CC(N1)=O)C (R)-6-(3,3-dimethyl-4-phenylpyrrolidine-1-carbonyl)pyrazin-2(1H)-one